FC1=C(C=CC(=C1)F)C1=NC(=CN2C1=NC(=C(C2=O)F)C)[C@@H]2C[C@@H](OCC2)C2=CC(=NC=C2)OC 9-(2,4-difluorophenyl)-3-fluoro-7-((2R,4S)-2-(2-methoxypyridin-4-yl)tetrahydro-2H-pyran-4-yl)-2-methyl-4H-pyrazino[1,2-a]pyrimidin-4-one